Diethyl (4-(1-ethyl-2,6-dioxo-8-(2-phenylcyclopropyl)-1,2,6,7-tetrahydro-3H-purin-3-yl)butyl)phosphonate C(C)N1C(N(C=2N=C(NC2C1=O)C1C(C1)C1=CC=CC=C1)CCCCP(OCC)(OCC)=O)=O